5H-dibenzo[A,D]cycloheptatriene C1C2=CC=CC=C2C=CC3=CC=CC=C31